ClC=1C=C(C=CC1)[C@@H]1[C@H](C1)C(=O)NC1=NC=CC(=C1)NCC=1N=C2N(C=C(C=C2N2[C@@H]3CC[C@H](C2=O)C3)C3CC3)C1 (1S-2S)-2-(3-chlorophenyl)-N-(4-(((6-cyclopropyl-8-((1R,4S)-3-oxo-2-azabicyclo[2.2.1]heptan-2-yl)imidazo[1,2-a]pyridin-2-yl)methyl)amino)pyridin-2-yl)cyclopropane-1-carboxamide